C(CCCCC)C(CCCCCCCCCCCCCBr)(CCCCCC)CCCCCC trihexyltetradecylBromide